C1(=CC=CC=C1)N1[SiH2]CCC1 phenyl-1-aza-2-silacyclopentane